O=C(/C=C/C=O)CCCCCC 4-oxo-E-2-decenal